C(CCC)N1C=[NH+]C=C1 1-butyl-1H-imidazol-3-ium